(2E)-2-methyl-3-phenylprop-2-enal C/C(/C=O)=C\C1=CC=CC=C1